OC=1C=C(C=CC1)C=1C=NC=C(C(=O)NOC2OCCCC2)C1 5-(3-hydroxyphenyl)-N-((tetrahydro-2H-pyran-2-yl)oxy)nicotinamide